6-(3-isopropyl-1H-pyrrolo[2,3-b]pyridin-5-yl)-8-(morpholin-3-yl)-3,4-dihydroisoquinolin-2(1H)-methanone C(C)(C)C1=CNC2=NC=C(C=C21)C=2C=C1CCN(CC1=C(C2)C2NCCOC2)C=O